CNC(CCCCCC#C)=O N-methyloct-7-ynamide